(1S,2R,4S)-4-(tert-butyl)-2-(hydroxymethyl)-2-(methoxymethyl)quinuclidin-3-one C(C)(C)(C)C12C([C@](N(CC1)CC2)(COC)CO)=O